(3-hydroxypropyl)-6-methylquinoxaline-2,3(1H,4H)-dione OCCCN1C(C(NC2=CC(=CC=C12)C)=O)=O